FC1=C(C=CC=C1)C(C)NC1=NC=CC=N1 N-[1-(2-fluorophenyl)ethyl]pyrimidin-2-amine